OCCC(CCO)O 1,3,5-trihydroxypentane